imidazo[2',1':2,3]thiazolo[4,5-b]pyridine-7-carboxamide N=1C=CN2C1SC=1C2=NC=C(C1)C(=O)N